4-amino-N-(1-((3-chloro-2-fluorophenyl)amino)-6-methylisoquinolin-5-yl)-6-morpholinoquinazoline NC1=NCN(C2=CC=C(C=C12)N1CCOCC1)C1=C2C=CN=C(C2=CC=C1C)NC1=C(C(=CC=C1)Cl)F